4-(4-oxo-4-phenylbutoxy)benzoic acid methyl ester COC(C1=CC=C(C=C1)OCCCC(C1=CC=CC=C1)=O)=O